(R)-3-(3-(6-(heptyloxy)naphthalen-2-yl)-1,2,4-oxadiazol-5-yl)pyrrolidine-1-carboximidamide hydrochloride Cl.C(CCCCCC)OC=1C=C2C=CC(=CC2=CC1)C1=NOC(=N1)[C@H]1CN(CC1)C(N)=N